C12C(CC(C=C1)C2)C(=O)Cl exo-5-Norbornene-2-carbonyl chloride